N[C@@H]1[C@H](C2=CC=CC=C2C1)N(C=1C=C2C(N(C(C2=CC1)=O)C1C(NC(CC1)=O)=O)=O)C 5-(((1S,2S)-2-amino-2,3-dihydro-1H-inden-1-yl)(methyl)amino)-2-(2,6-dioxopiperidin-3-yl)isoindoline-1,3-dione